N1CC(C1)CC(=O)O 2-(azetidin-3-yl)acetic acid